palladium-platinum-cobalt [Co].[Pt].[Pd]